4-(2,4-difluorophenyl)-6,7-dimethyl-2-((2r,4s)-2-(1-methyl-1H-pyrazol-4-yl)tetrahydro-2H-pyran-4-yl)pteridine FC1=C(C=CC(=C1)F)C1=NC(=NC2=NC(=C(N=C12)C)C)[C@@H]1C[C@@H](OCC1)C=1C=NN(C1)C